(R)-6-(4-(2-methoxyphenyl)piperidin-1-yl)-2-azaspiro[3.4]octane COC1=C(C=CC=C1)C1CCN(CC1)[C@H]1CC2(CNC2)CC1